N-(5-((5-(trifluoromethyl)pyridin-2-yl)oxy)naphthalen-2-yl)acrylamide FC(C=1C=CC(=NC1)OC1=C2C=CC(=CC2=CC=C1)NC(C=C)=O)(F)F